ClC1=C(C(=C(C=C1)CO)I)F (4-chloro-3-fluoro-2-iodophenyl)methanol